FC1=C(C(=O)N[C@H](C(=O)OC)CC2=CC=C(C3=CC=CC=C23)B2OC(C(O2)(C)C)(C)C)C(=CC=C1)F Methyl (S)-2-(2,6-difluorobenzamido)-3-(4-(4,4,5,5-tetramethyl-1,3,2-dioxaborolan-2-yl)naphthalen-1-yl)propanoate